ClC1=NC(=NC=C1C(F)(F)F)NC1=CC=C(C=O)C=C1 4-((4-chloro-5-(trifluoromethyl)pyrimidin-2-yl)amino)benzaldehyde